2,3-dipentyl-4-phenyl-9H-indeno[2,1-b]pyridine C(CCCC)C1=C(C(=C2C(=N1)CC=1C=CC=CC12)C1=CC=CC=C1)CCCCC